OC=1C=C2CCN(C(C2=CC1)=O)C1=CC=C(C=C1)C 6-hydroxy-2-(p-methylphenyl)-3,4-dihydroisoquinolin-1-one